butyl-di-(4-heptyl)phosphine C(CCC)P(C(CCC)CCC)C(CCC)CCC